C=CCCCCCCCCCCCCCCCCCC 19-methylenenonadecane